C1(=CC=C(C=C1)N(C1=CC=C(C=C1)C)C1=CC=C(CO)C=C1)C 4-[N,N-di(p-tolyl)amino]Benzyl alcohol